4-(2-(isoindolin-5-yloxy)ethyl)morpholine C1NCC2=CC(=CC=C12)OCCN1CCOCC1